(5'S,7a'R)-1-(5-chloro-pyrazine-2-carbonyl)-5'-(3,5-difluorophenyl)tetrahydro-3'H-spiro[piperidine-4,2'-pyrrolo[2,1-b][1,3]-oxazol]-3'-one ClC=1N=CC(=NC1)C(=O)N1CCC2(C(N3[C@H](O2)CC[C@H]3C3=CC(=CC(=C3)F)F)=O)CC1